COC1=NC=C(C(=C1)C1N(CCCCC1)C=O)OC 2-(2,5-dimethoxy-4-pyridyl)azepane-1-carbaldehyde